aminobenzo(b)fluoranthene tert-butyl-(1-((S)-1-(4-fluorophenyl)-1,2,3,4-tetrahydroisoquinoline-2-carbonyl)-2-oxabicyclo[2.2.1]heptan-4-yl)carbamate C(C)(C)(C)N(C(O)=O)C12COC(CC1)(C2)C(=O)N2[C@H](C1=CC=CC=C1CC2)C2=CC=C(C=C2)F.NC2=C1C3=C(C=C4C5=CC=CC=C5C(C=C2)=C41)C=CC=C3